BrC1=CC2=C(N=C(N=C2C)C=2C(=NC=NC2OC)C2CC2)NC1=O 6-bromo-2-(4-cyclopropyl-6-methoxypyrimidin-5-yl)-4-methyl-8H-pyrido[2,3-d]pyrimidin-7-one